3-hydroxy-3-((2-hydroxyphenyl)ethynyl)-1-methylindol-2-one OC1(C(N(C2=CC=CC=C12)C)=O)C#CC1=C(C=CC=C1)O